FC(C=1C=CC=2N(N1)C(=CN2)C2=CC(=NC=N2)N2[C@@H](COCC2)C)F (R)-4-(6-(6-(Difluoromethyl)imidazo[1,2-b]pyridazin-3-yl)pyrimidin-4-yl)-3-methylmorpholine